ETHYLENEDIAMINETETRAACETATE C(CN(CC(=O)[O-])CC(=O)[O-])N(CC(=O)[O-])CC(=O)[O-]